CC(C(=O)O)(CSC)C 2,2-DIMETHYL-3-(METHYLSULFANYL)PROPANOIC ACID